N6-((2-azidoethoxy)carbonyl)-D-lysine N(=[N+]=[N-])CCOC(=O)NCCCC[C@@H](N)C(=O)O